C=C1OC(=O)C2=CC3=C(C=C2)C=C(C=C3)C(=O)O1 ethylene 2,6-naphthalate